C(O[C@@H]1[C@H](O[C@H]([C@@H]1O[Si](C)(C)C(C)(C)C)N1C=2N=C(N(C(C2N=C1)=O)C(C1=CC=CC=C1)=O)NC(C)=O)CO[Si](C)(C)C(C)(C)C)(OC)=O (2R,3R,4R,5R)-5-(2-acetamido-1-benzoyl-6-oxo-1,6-dihydro-9H-purin-9-yl)-4-((tert-butyldimethyl silyl)oxy)-2-(((tert-butyldimethyl silyl)oxy)methyl)tetrahydrofuran-3-yl methyl carbonate